CC=1N=C(OC1C)N 4,5-dimethyl-1,3-oxazole-2-amine